tert-butyl 5-(1-ethoxy-1,3-dioxopentan-2-yl)-2,5-diazabicyclo[4.2.0]octane-2-carboxylate C(C)OC(C(C(CC)=O)N1CCN(C2CCC12)C(=O)OC(C)(C)C)=O